(S)-2-((S)-2-((R)-4-((3R,5R,8R,9S,10S,13R,14S,17R)-3-hydroxyl-10,13-dimethyl-hexadecahydro-1H-cyclopenta[a]phenanthren-17-yl)pentanamido)-3-methylbutanamido)-3-phenylpropanoic acid O[C@@H]1CC[C@@]2([C@H]3CC[C@@]4([C@H](CC[C@H]4[C@@H]3CC[C@@H]2C1)[C@@H](CCC(=O)N[C@H](C(=O)N[C@H](C(=O)O)CC1=CC=CC=C1)C(C)C)C)C)C